2-((T-Butoxycarbonyl) amino)-2-methylpropane-1,3-diyl-dimesylate C(C)(C)(C)OC(=O)NC(CCS(=O)(=O)[O-])(CCS(=O)(=O)[O-])C